NC1=C(C=C(C=2C(C3=CC=CC=C3C(C12)=O)=O)O)OC1=CC=CC=C1 1-amino-4-hydroxyl-2-phenoxy-9,10-anthraquinone